C(C)(=O)C1=C(C(=NN1C=1C=C(C(=O)N(C)C2=CC3=C(OCO3)C=C2)C=CC1)C)Cl 3-(5-acetyl-4-chloro-3-methyl-pyrazol-1-yl)-N-(1,3-benzodioxol-5-yl)-N-methyl-benzamide